ClC1=CC=C(C=C1)C=1NC2=C(C=C(C=C2C1)NS(=O)(=O)C)C=1N=CN(C1)C N-(2-(4-chlorophenyl)-7-(1-methyl-1H-imidazol-4-yl)-1H-indol-5-yl)methanesulfonamide